5-methyl-1,3,4-oxadiazol-2-amine hydrobromide Br.CC1=NN=C(O1)N